N1(CCOCC1)C1=NC2=C(N=CC=C2C(=C1)C1=CC(NC=C1)=O)C1=CC=NN1 4-[2-(morpholin-4-yl)-8-(1H-pyrazol-5-yl)-1,7-naphthyridin-4-yl]pyridin-2(1H)-one